CN1C(CN(CC1)C1=CC(=CC=C1)B1OC(C(O1)(C)C)(C)C)=O 1-methyl-4-[3-(4,4,5,5-tetramethyl-1,3,2-dioxaborolan-2-yl)phenyl]piperazin-2-one